Cl.C12(CC3CC(CC(C1)C3)C2)NC(=O)N2CC(C(CC2)(C2=CC(=CC=C2)OC)O)CN(C)C N-((3s,5s,7s)-adamantan-1-yl)-3-((dimethylamino)methyl)-4-hydroxy-4-(3-methoxyphenyl)piperidine-1-carboxamide hydrochloride